tert-Butyl 3-[4-[2-(2-fluoroethyl)pyrazol-3-yl]phenyl]azetidine-1-carboxylate tert-Butyl-3-bromoazetidine-1-carboxylate C(C)(C)(C)OC(=O)N1CC(C1)Br.FCCN1N=CC=C1C1=CC=C(C=C1)C1CN(C1)C(=O)OC(C)(C)C